ClC=1SC2=C(N1)C=CC(=C2)S(=O)(=O)N2CCOCC2 4-[(2-chloro-1,3-benzothiazol-6-yl)sulfonyl]morpholine